C(C)(C)OC(=O)N1[C@H]([C@H](CCC1)NS(=O)(=O)C)CC1=NC(=CC=C1)C(=C)C.CC(C)(C)S(=O)NC1COC1 2-methyl-N-(oxetan-3-yl)propane-2-sulfinamide isopropyl-cis-3-((methylsulfonyl)amino)-2-((6-(prop-1-en-2-yl)pyridin-2-yl)methyl)piperidine-1-carboxylate